4-chloro-2-(1-(3-dimethylaminopropyl)-1H-pyrazol-4-yl)-1-p-toluenesulfonyl-1H-pyrrole ClC=1C=C(N(C1)S(=O)(=O)C1=CC=C(C)C=C1)C=1C=NN(C1)CCCN(C)C